heptadecan-9-yl 8-((2-hydroxyethyl)(6-((((8-methylnonyl)oxy)carbonyl)oxy)hexyl)amino)octanoate OCCN(CCCCCCCC(=O)OC(CCCCCCCC)CCCCCCCC)CCCCCCOC(=O)OCCCCCCCC(C)C